C1(CC1)N(C(=O)NC1=CC=C(C=C1)OC(F)(F)F)CC1=CC=2N(C=C1)N=CC2C(=O)N 5-((1-cyclopropyl-3-(4-(trifluoromethoxy)phenyl)ureido)methyl)pyrazolo[1,5-a]pyridine-3-carboxamide